9-(6-cyanopyridin-3-yl)-N-methyl-7,10-dioxo-6-(4-(trifluoromethyl)benzyl)-2,6,9-triazaspiro[4.5]decane-2-carboxamide C(#N)C1=CC=C(C=N1)N1CC(N(C2(CCN(C2)C(=O)NC)C1=O)CC1=CC=C(C=C1)C(F)(F)F)=O